BrC1=CC(=C(C=C1)C1(COC1)O)CO 3-[4-bromo-2-(hydroxymethyl)phenyl]oxetan-3-ol